C(C)(C)(C)OC(=O)N1CCN(CC1)CC1=CC(=C(C=C1)C1=CN(C2=C1C=NC=C2)C(=O)OC(C)(C)C)OCCC2=CC=C(C=C2)C=2C=CC=C1C=CN=CC21 tert-butyl 3-(4-((4-(tert-butoxycarbonyl)piperazin-1-yl)methyl)-2-(4-(isoquinolin-8-yl)phenethoxy)phenyl)-1H-pyrrolo[3,2-c]pyridine-1-carboxylate